2-[3-(3-chloro-5-fluorophenyl)ureido]-4-methoxy-N-(2-hydroxy-ethyl)benzamide ClC=1C=C(C=C(C1)F)NC(NC1=C(C(=O)NCCO)C=CC(=C1)OC)=O